2-(2-amino-4,6-dimethoxy-pyrimidin-5-yl)acetonitrile NC1=NC(=C(C(=N1)OC)CC#N)OC